BrC1C(C2=CC=CC=C2C1=C(C#N)C#N)=O bromo-3-(dicyanomethylene)inden-1-one